FC=1C(=NC=CC1F)OCC1[C@H]2CN(C[C@@H]12)C1=CN=C2C(=N1)N(N=C2)C2COC2 6-((1R,5S,6r)-6-(((3,4-difluoropyridin-2-yl)oxy)methyl)-3-azabicyclo[3.1.0]hexane-3-yl)-1-(oxetan-3-yl)-1H-pyrazolo[3,4-b]pyrazine